CC=1C=C(C=C(C1)N1N=C(C2=CC=CC=C12)C1=CC=C(C=C1)C(F)(F)F)C(C(=O)N)=C (3-methyl-5-(3-(4-(trifluoromethyl)phenyl)-1H-indazol-1-yl)phenyl)acrylamide